CC1=C2C(=CC=3C=4C=C(C=CC4N(C13)C)OCC[C@H](C)N1C(C3=CC=CC=C3C1=O)=O)C=NC=C2 (S)-2-(4-((5,6-dimethyl-6H-pyrido[4,3-b]carbazol-9-yl)oxy)butan-2-yl)isoindoline-1,3-dione